3,5-Difluoro-4-((7-(3-fluoropropoxy)-1,5-naphthyridin-4-yl)oxy)aniline FC=1C=C(N)C=C(C1OC1=CC=NC2=CC(=CN=C12)OCCCF)F